BrC1=C(C(=O)OC)C(=CC=C1)CN(NC(=O)OC(C)(C)C)C(=O)OC(C)(C)C methyl 2-bromo-6-[[(2-methylpropan-2-yl)oxycarbonyl-[(2-methylpropan-2-yl)oxycarbonylamino]amino]methyl]benzoate